5-[3-(3,3-dimethylbutoxy)phenyl]-4-(2,6-dimethylphenyl)thiazol-2-amine CC(CCOC=1C=C(C=CC1)C1=C(N=C(S1)N)C1=C(C=CC=C1C)C)(C)C